CC1=C(C(=O)P(C2=CC=CC=C2)(C2=CC=C(C=C2)OCCCCC)=O)C(=CC=C1)C 2,6-dimethylbenzoyl-(4-pentyloxyphenyl)phenylphosphine oxide